F[B-](F)(F)F.C[NH+]1CCCC1 1-methyl-pyrrolidinium tetrafluoroborate